4-chloro-N-[(1S,2S)-2-hydroxycyclohexyl]-3-({[5-(pyrimidin-2-yl)pyridin-3-yl]oxy}methyl)benzamide ClC1=C(C=C(C(=O)N[C@@H]2[C@H](CCCC2)O)C=C1)COC=1C=NC=C(C1)C1=NC=CC=N1